(2R,3S)-2-methyl-3-(3-nitrophenyl)oxolane-2-carboxylic acid C[C@]1(OCC[C@H]1C1=CC(=CC=C1)[N+](=O)[O-])C(=O)O